NC1=C(C(=NN1C(C)C)C1=C(C(=C(C=C1)CC(=O)NC1=CC(=NO1)CC(C)(C)C)F)Cl)C(=O)N 5-Amino-3-[2-chloro-4-[2-[[3-(2,2-dimethylpropyl)isoxazol-5-yl]amino]-2-oxo-ethyl]-3-fluorophenyl]-1-isopropyl-pyrazole-4-carboxamide